NC=1C=C(CNC2=NC=C(C3=C2CCO3)C3=NC(=NC=C3)N)C=CC1 N-(3-Aminobenzyl)-7-(2-aminopyrimidin-4-yl)-2,3-dihydrofuro[3,2-c]pyridin-4-amine